3-[2-(3-pyridyl)-2H-indazol-5-yl]Benzoic acid N1=CC(=CC=C1)N1N=C2C=CC(=CC2=C1)C=1C=C(C(=O)O)C=CC1